C1(CCCCC1)[C@@H](C)N1C=NC=2C=NC=3C=CC=CC3C21 1-[(1R)-1-cyclohexylethyl]imidazo[4,5-c]quinoline